FC(C(=O)O)(F)F.C1(CCC1)N1CC(CCC1)CC(=O)N (1-cyclobutylpiperidin-3-yl)acetamide 2,2,2-trifluoroacetate